N-(5-amino-2-pyrazol-1-yl-phenyl)-1-methyl-cyclopropanecarboxamide NC=1C=CC(=C(C1)NC(=O)C1(CC1)C)N1N=CC=C1